CC(CCCCCCCCCCCC)=O tetradecaneOne